C1(CCC1)[C@H]1CN(C[C@H](N1)C)C=1N=NC(=CN1)C1=C(C=C(C=C1)C1=NN(C=C1)C)O 2-{3-[(3S,5R)-3-cyclobutyl-5-methylpiperazin-1-yl]-1,2,4-triazin-6-yl}-5-(1-methyl-1H-pyrazol-3-yl)phenol